OC1(CCC1)C=1C=C(C#N)C=CN1 2-(1-hydroxycyclobutyl)isonicotinonitrile